C(C)OC(=O)C1=NN(C(=C1CCNC(C(F)F)C)Br)CC1=C(C=CC=C1F)F 5-bromo-1-(2,6-Difluorobenzyl)-4-(2-((1,1-difluoropropan-2-yl)amino)ethyl)-1H-pyrazole-3-carboxylic acid ethyl ester